[NH4+].[NH4+].[NH4+].[O-]P([O-])(=O)OP(=O)([O-])OP(=O)(O)OP(=O)(O)O tetraphosphate triammonium